C([C@H](C(=O)[O-])O)C(=O)[O-] The molecule is an optically active form of malate having (R)-configuration. It is a conjugate base of a (R)-malic acid. It is an enantiomer of a (S)-malate(2-).